S1C(=NC2=C1C=CC=C2)C2=CC(=C(OCCCCCOC1=CC3=C(C(=CC(O3)=O)C)C=C1)C=C2)OC 7-(5-(4-(benzo[d]thiazol-2-yl)-2-methoxyphenoxy)pentyloxy)-4-methyl-2H-benzopyran-2-one